tert-butyl (4-((4-bromophenyl)amino)cyclohexyl)carbamate BrC1=CC=C(C=C1)NC1CCC(CC1)NC(OC(C)(C)C)=O